FC1CCN(CC1)CCON1S(C2=C(OC3(C1)CC3)N=CC(=C2)C)(=O)=O (2-(4-Fluoropiperidin-1-yl)ethoxy)-8'-methyl-2',3'-dihydrospiro[cyclopropane-1,4'-pyrido[2,3-b][1,4,5]oxathiazepine] 1',1'-dioxide